2-(7-fluoro-1,5-naphthyridin-4-yl)-1H,5H,6H,7H-pyrrolo[3,2-c]pyridin-4-one FC1=CN=C2C(=CC=NC2=C1)C1=CC=2C(NCCC2N1)=O